CC=1N=CN(C1)C=1C=C(N)C=C(C1)C(F)(F)F 3-(4-methyl-imidazole-1-yl)-5-trifluoromethyl-aniline